(R)-N-(1-(3-amino-5-(trifluoromethyl)phenyl)ethyl)-6-(bicyclo[1.1.1]pentan-1-yl)-7-methoxy-2-methylpyrido[2,3-d]pyrimidin-4-amine NC=1C=C(C=C(C1)C(F)(F)F)[C@@H](C)NC=1C2=C(N=C(N1)C)N=C(C(=C2)C21CC(C2)C1)OC